C(C)(C)(C)OC(=O)N[C@@H]1CN(CC1)C(=O)OCC1=CC=CC=C1 Benzyl (S)-3-((Tert-Butoxycarbonyl)Amino)Pyrrolidine-1-Carboxylate